BrC1=CC2=C(CN(CCS2)C(=O)OC(C)(C)C)C=C1 tert-butyl 8-bromo-2,3-dihydrobenzo[f][1,4]thiazepine-4(5H)-carboxylate